COC1=CC=C(C=C1)C1=NN(C(C=C1)=O)CC(=O)NCC1=CC=C(C=C1)C 2-(3-(4-methoxyphenyl)-6-oxopyridazin-1(6H)-yl)-N-(4-methylbenzyl)acetamide